3-(3-((5-bromo-2-((2-ethyl-4-(4-methylpiperazin-1-yl)phenyl)amino)pyrimidin-4-yl)amino)propyl)-1,3-oxazinan-2-one BrC=1C(=NC(=NC1)NC1=C(C=C(C=C1)N1CCN(CC1)C)CC)NCCCN1C(OCCC1)=O